NC1=NC(=CC(=N1)N1N=C(N=C1CC1=C(C=CC=C1)O)C(F)F)Cl 2-[[2-(2-amino-6-chloro-pyrimidin-4-yl)-5-(difluoromethyl)-1,2,4-triazol-3-yl]methyl]phenol